COC1=CC=C(CN(S(=O)(=O)C2=C(C=C(CN3C(=C(C=C3C3=CC(=CC=C3)Br)C=3SC(=C(N3)C(=O)OCC)CC)CC3CC3)C=C2)F)CC2=CC=C(C=C2)OC)C=C1 ethyl 2-(1-(4-(N,N-bis(4-methoxybenzyl) sulfamoyl)-3-fluorobenzyl)-5-(3-bromophenyl)-2-(cyclopropylmethyl)-1H-pyrrol-3-yl)-5-ethylthiazole-4-carboxylate